3-((3-((4-(4-((3S,4R)-7-hydroxy-3-phenylchroman-4-yl)phenyl)piperazin-1-yl)methyl)phenyl)amino)piperidine-2,6-dione OC1=CC=C2[C@H]([C@H](COC2=C1)C1=CC=CC=C1)C1=CC=C(C=C1)N1CCN(CC1)CC=1C=C(C=CC1)NC1C(NC(CC1)=O)=O